FC(N1N=CC=CC1C1=CC=CC=C1)(F)F 2-trifluoromethyl-3H-diazinylbenzene